ClC1=C(C=CC=C1)C(O)C1=CC(=C(C=C1)N1C[C@H](CC1)OC1=NC=CC=C1Cl)CO (2-chlorophenyl)(4-((S)-3-(3-chloropyridin-2-yloxy)pyrrolidin-1-yl)-3-(hydroxymethyl)phenyl)methanol